ClC1=CC=C2N=C(C(NC2=C1)=O)NCC1N(CCC1)C 7-chloro-3-(((1-methylpyrrolidin-2-yl)methyl)amino)quinoxalin-2(1H)-one